N-(2-fluoro-3-chlorophenyl)prop-2-ynamide FC1=C(C=CC=C1Cl)NC(C#C)=O